(R)-N-(4-cyclohexylphenyl)-6-isopropyl-2-(2-methylmorpholino)-6,7-dihydro-5H-pyrrolo[3,4-d]pyrimidin-4-amine formate C(=O)O.C1(CCCCC1)C1=CC=C(C=C1)NC=1C2=C(N=C(N1)N1C[C@H](OCC1)C)CN(C2)C(C)C